1-fluoro-N-(5-(3-methylcinnolin-6-yl)thiazol-2-yl)cyclopropane-1-carboxamide FC1(CC1)C(=O)NC=1SC(=CN1)C=1C=C2C=C(N=NC2=CC1)C